Methyl (E)-7-(3-ethoxy-3-oxoprop-1-en-1-yl)quinoline-3-carboxylate C(C)OC(/C=C/C1=CC=C2C=C(C=NC2=C1)C(=O)OC)=O